(3R,4R)-3-fluoro-4-[5-oxo-7-(p-toluenesulfonyloxy)thiazolo[3,2-a]pyrimidin-2-yl]piperidine-1-carboxylic acid tert-butyl ester C(C)(C)(C)OC(=O)N1C[C@@H]([C@@H](CC1)C1=CN2C(=NC(=CC2=O)OS(=O)(=O)C2=CC=C(C)C=C2)S1)F